3-hydroxy-4-methylpentanoyl-CoA OC(CC(=O)SCCNC(CCNC([C@@H](C(COP(OP(OC[C@@H]1[C@H]([C@H]([C@@H](O1)N1C=NC=2C(N)=NC=NC12)O)OP(=O)(O)O)(=O)O)(=O)O)(C)C)O)=O)=O)C(C)C